(S)-4-(4-aminobenzyl)-1,3-oxazolidin-2-one NC1=CC=C(C[C@@H]2NC(OC2)=O)C=C1